Cl.NC=1N=C(N(C1)C)C(=O)NC=1C=C(N(C1)C)C(=O)NC1=CC=C(C=C1)C1=NC2=C(N1)C=CC(=C2)NC(OCC=C)=O allyl (2-(4-(4-(4-amino-1-methyl-1H-imidazole-2-carboxamido)-1-methyl-1H-pyrrole-2-carboxamido)phenyl)-1H-benzo[d]imidazol-5-yl)carbamate hydrochloride